C(#N)CCOC(C(C)OCCC#N)C bis(2-cyanoethoxy)butane